dilinalyl oxalate C(C(=O)OC(C)(C=C)CCC=C(C)C)(=O)OC(C)(C=C)CCC=C(C)C